CC1=C(C(=CC=C1)C)C1=NC(=NC(=C1C)OC[C@@H](CC(C)(C)O)NC1CC2(CC2)C1)NS(=O)(=O)C=1C=C(C(=O)O)C=CC1 3-[[4-(2,6-dimethylphenyl)-6-[(2R)-4-hydroxy-4-methyl-2-(spiro[2.3]hexan-5-ylamino)pentoxy]-5-methyl-pyrimidin-2-yl]sulfamoyl]benzoic acid